2-(2-methyl-6-((2-(trimethylsilyl)ethoxy)methyl)-2,3-dihydropyrrolo[3',2':5,6]Pyrido[2,3-b][1,4]Oxazin-1(6H)-yl)benzoic acid methyl ester COC(C1=C(C=CC=C1)N1C2=C(OCC1C)N=C1C(=C2)C=CN1COCC[Si](C)(C)C)=O